C[C@@H]1CC(NN=C1C1=CC=C(C=C1)N1CCOCC1)=O (5R)-5-Methyl-6-[4-(morpholin-4-yl)phenyl]-4,5-dihydropyridazin-3(2H)-on